methyl 6-amino-5-fluoropyrimidine-4-carboxylate NC1=C(C(=NC=N1)C(=O)OC)F